COC(=O)C1=CC=CC=2N(C(=NC21)C)CCCOCCO.N2N=CC(=C2)C=2C=C1C(=CC=NC1=CC2)NC2=CC(=CC=C2)C(F)(F)F (E)-6-(1H-4-pyrazolyl)-4-[3-(trifluoromethyl)phenyl]aminoquinoline methyl-1-(3-(2-hydroxyethoxy)propyl)-2-methyl-1H-benzo[d]imidazole-4-carboxylate